rac-2-[(2r,5s)-5-methyl-2-(m-tolyl)-1-piperidyl]-N-(5-methyl-3-pyridyl)-2-oxo-acetamide C[C@H]1CC[C@@H](N(C1)C(C(=O)NC=1C=NC=C(C1)C)=O)C=1C=C(C=CC1)C |r|